C(CCCC)OCCCCC pentylether